CC1(CCC=2C=NC(=NC2C1)C=1C=CC(=C(C1)O)C(C)C)C 5-(7,7-dimethyl-5,6,7,8-tetrahydroquinazolin-2-yl)-2-isopropylphenol